N1C=C(C=C1)C=O pyrrole-3-carbaldehyde